7-((2S,5R)-4-acryloyl-2,5-dimethylpiperazin-1-yl)-10-(1,6-dimethyl-1H-indazol-7-yl)-2,3-dihydro-5H-[1,4]oxazino[2,3,4-ij]quinazolin-5-one C(C=C)(=O)N1C[C@@H](N(C[C@H]1C)C1=NC(N2C3=C(C(=CC=C13)C=1C(=CC=C3C=NN(C13)C)C)OCC2)=O)C